BrC1=NN(C=C1)C1=CC(=C2C(=N1)N(C=N2)CC2(CC2)C#N)N2CCOCC2 1-((5-(3-bromo-1H-pyrazol-1-yl)-7-morpholino-3H-imidazo[4,5-b]pyridin-3-yl)methyl)cyclopropanecarbonitrile